1-octene-1-sulfonic acid sodium salt [Na+].C(=CCCCCCC)S(=O)(=O)[O-]